C(C=C)(=O)N1CCN(CC1)C1=NC=NC2=CC(=C(C=C12)Cl)C1=NC(=CC2=CC=CC=C12)NC(=O)C1CC1 N-(1-(4-(4-acryloylpiperazin-1-yl)-6-chloroquinazolin-7-yl)isoquinolin-3-yl)cyclopropane-carboxamide